O=C1C[C@@H](N(C1)C1(C2=CC=CC=C2C=2C=CC=CC12)C1=CC=CC=C1)C(=O)OC methyl (2R)-4-oxo-1-(9-phenylfluoren-9-yl)pyrrolidine-2-carboxylate